4-(((R)-1-(3-(difluoromethyl)-2-fluorophenyl)ethyl)amino)-2-methyl-6-((1S,2S)-2-(trifluoromethyl)cyclopropyl)-2,6-dihydropyrido[3,4-d]pyridazine-1,7-dione FC(C=1C(=C(C=CC1)[C@@H](C)NC1=NN(C(C=2C1=CN(C(C2)=O)[C@@H]2[C@H](C2)C(F)(F)F)=O)C)F)F